N12C(CN(CC1)CC2)=O 1,4-diazabicyclo[2.2.2]octan-2-one